pentanickel tetraphosphorate P(=O)([O-])([O-])OP(=O)([O-])OP(=O)([O-])OP(=O)([O-])[O-].[Ni+2].[Ni+2].[Ni+2].[Ni+2].[Ni+2]